6-[5-(1-aminoethyl)-1,2,4-triazol-1-yl]-pyridine-3-carbonitrile NC(C)C1=NC=NN1C1=CC=C(C=N1)C#N